Cyanoethyl-trimethoxysilane tert-Butyl-5-fluoro-3-iodo-1H-indole-1-carboxylate C(C)(C)(C)OC(=O)N1C=C(C2=CC(=CC=C12)F)I.C(#N)CC[Si](OC)(OC)OC